[N+](=O)([O-])C=1C=CC(=NC1)C1CN(C1)C(=O)OC(C)(C)C tert-butyl 3-(5-nitropyridin-2-yl)azetidine-1-carboxylate